OC(C)C1=CC(=CC=C1)C(C)O 1,3-bis(1-hydroxyethyl)benzene